D-glucopyranosyl-(1-4)-D-glucopyranose C1([C@H](O)[C@@H](O)[C@H](O)[C@H](O1)CO)O[C@H]1[C@@H]([C@H](C(O)O[C@@H]1CO)O)O